(Z)-3-hydroxy-1-phenyl-3-dodecen-1-one O\C(\CC(=O)C1=CC=CC=C1)=C/CCCCCCCC